Cl.Cl.C(C)(C)C1=CC=C(C=N1)C=1N=C2N(C=CC=C2)C1CN1C2CNC(C1)CC2 2-{[2-(6-Isopropylpyridin-3-yl)imidazo[1,2-a]pyridin-3-yl]methyl}-2,5-diazabicyclo-[2.2.2]octan-Dihydrochlorid